2-((1-(ethylsulfonyl)piperidin-4-yl)amino)-6-ethynyl-8-((1r,2r)-2-hydroxy-2-methylcyclopentyl)-5-methylpyrido[2,3-d]pyrimidin-7(8H)-one C(C)S(=O)(=O)N1CCC(CC1)NC=1N=CC2=C(N1)N(C(C(=C2C)C#C)=O)[C@H]2[C@](CCC2)(C)O